O[C@@H]1[C@H](O[C@H]([C@@H]1O)N1C=NC2=NC=3N(C2=C1)C=CN3)COCP(O)(O)=O [(2R,3S,4R,5R)-3,4-dihydroxy-5-imidazo-[2,1-f]-purin-3-yl-tetrahydrofuran-2-yl]methoxymethyl-phosphonic acid